3-Bromo-N-[(4-methoxyphenyl)methyl]-N-methyl-4-[[5-(trifluoromethyl)pyrimidin-2-yl]amino]benzenesulfonamide BrC=1C=C(C=CC1NC1=NC=C(C=N1)C(F)(F)F)S(=O)(=O)N(C)CC1=CC=C(C=C1)OC